trans-N-(5-(3-ethyl-7'-fluoro-3'-methyl-2'-oxo-2',3'-dihydrospiro[cyclobutane-1,1'-pyrrolo[2,3-c]quinolin]-8'-yl)-2-(2-(isopropylamino)ethoxy)pyridin-3-yl)methanesulfonamide C(C)C1CC2(C(N(C=3C=NC=4C=C(C(=CC4C32)C=3C=C(C(=NC3)OCCNC(C)C)NS(=O)(=O)C)F)C)=O)C1